3-(4-cyclopropyl-7-methyl-1-oxoisoindolin-2-yl)piperidine-2,6-dione C1(CC1)C1=C2CN(C(C2=C(C=C1)C)=O)C1C(NC(CC1)=O)=O